tert-butyl 8-(2-(2-(3,4-dichlorophenyl)-2,2-difluoroacetyl)hydrazine-1-carbonyl)-6-(pyrazine-2-carbonyl)-2,6-diazaspiro[3.4]octane-2-carboxylate ClC=1C=C(C=CC1Cl)C(C(=O)NNC(=O)C1CN(CC12CN(C2)C(=O)OC(C)(C)C)C(=O)C2=NC=CN=C2)(F)F